2-[[4-(1-methyl-4-piperidinyl)piperazin-1-yl]methyl]-1H-indole CN1CCC(CC1)N1CCN(CC1)CC=1NC2=CC=CC=C2C1